ClC=1C(=NC(=NC1)NC1CCOCC1)C1=CC=C2CN(C(C2=C1)=O)CC(=O)NC(C)C=1N=C(SC1)CC 2-(6-{5-chloro-2-[(oxacyclohex-4-yl)amino]pyrimidin-4-yl}-1-oxo-2,3-dihydro-1H-isoindol-2-yl)-N-[1-(2-ethyl-1,3-thiazol-4-yl)ethyl]acetamide